COC(C1=C(C=C(C(=C1)F)C1=CC=CC=2CN(COC21)C(C2=C(C=C(C=C2Cl)Br)Cl)=O)F)=O 4-[3-(4-Bromo-2,6-dichlorobenzoyl)-2,4-dihydro-1,3-benzoxazin-8-yl]-2,5-difluorobenzoic acid methyl ester